ClC1=C(C=C2C(C(NC2=C1)=O)=C(C1=CC(=NO1)OC)O)C=1C=NC(=CC1)N(C)C 6-chloro-5-[6-(dimethylamino)-3-pyridyl]-3-[hydroxy-(3-methoxyisoxazol-5-yl)methylene]indolin-2-one